N[C@@](C(=O)OC(C)(C)C)(CCCC)C tert-butyl (R)-2-amino-2-methylhexanoate